(S)-1-(5-((4-(cyclohexylmethyl)-2-methylpiperazin-1-yl)methyl)pyrazolo[1,5-a]pyridin-3-yl)dihydropyrimidine-2,4(1H,3H)-dione C1(CCCCC1)CN1C[C@@H](N(CC1)CC1=CC=2N(C=C1)N=CC2N2C(NC(CC2)=O)=O)C